N1N=CC2=C(C=CC=C12)C[C@@H](C)NC(C(F)(F)F)=O (R)-N-(1-(1H-indazol-4-yl)propan-2-yl)-2,2,2-trifluoroacetamide